BrC1=CC=C(CC23COCC(CC2)N3)C=C1 4-bromobenzyl-3-oxa-8-azabicyclo[3.2.1]octane